Cl.Cl.ClC=1C(=CC=2C3=C(C=NC2C1CC(=O)O)CN[C@H]3C)OC 2-[(1S)-7-chloro-8-methoxy-1-methyl-2,3-dihydro-1H-pyrrolo[3,4-c]quinolin-6-yl]acetic acid dihydrochloride